C(C1=CC=CC=C1)N(CC(COCCOCCOCCOCCOCCOCCNC(OC(C)(C)C)=O)F)CC1=CC=CC=C1 Tert-butyl N-[2-[2-[2-[2-[2-[2-[3-(dibenzylamino)-2-fluoro-propoxy]ethoxy]ethoxy]ethoxy] ethoxy]ethoxy]ethyl]carbamate